CC(C(=O)NC1=CC=C(C=C1)C=1C=NC=CC1)(C)C=1N=C(SC1)NS(=O)(=O)CC(C)C 2-methyl-2-(2-((2-methylpropyl)sulfonamido)thiazol-4-yl)-N-(4-(pyridin-3-yl)phenyl)propanamide